C(C)(C)(C)OC(=O)N1CCC(CC1)NC1=NC=NC(=C1)C(=O)N1C[C@H]([C@@H](CC1)N1CC2=CC=CC=C2CC1)O trans-4-((6-(4-(3,4-dihydroisoquinolin-2(1H)-yl)-3-hydroxypiperidin-1-carbonyl)pyrimidin-4-yl)amino)piperidine-1-carboxylic acid tert-butyl ester